Cl.ClC(OC1=CC=C(C=C1)NC(=O)C=1C=NC(=C(C1)C1=NNC=C1)N1C[C@@H](CC1)O)(F)F N-[4-(chlorodifluoromethoxy)phenyl]-6-[(3R)-3-hydroxypyrrolidin-1-yl]-5-(1H-pyrazol-3-yl)pyridine-3-carboxamide hydrogen chloride